FC=1C(=NC=2N(C1)C(C(=C(N2)C(F)(F)F)C=2C=NN(C2)CC(C(F)(F)F)(F)F)=O)OC 3-fluoro-2-methoxy-7-[1-(2,2,3,3,3-pentafluoropropyl)pyrazol-4-yl]-8-(trifluoromethyl)pyrimido[1,2-a]pyrimidin-6-one